4-(2-((4-chloro-7-methylquinolin-6-yl)amino)-7-methyl-8-oxo-7,8-dihydro-9H-purin-9-yl)tetrahydro-2H-pyran-4-carbonitrile ClC1=CC=NC2=CC(=C(C=C12)NC1=NC=C2N(C(N(C2=N1)C1(CCOCC1)C#N)=O)C)C